(4-chlorobenzyl)-3-(3,3-dimethylbutyryl)-2-(3-ethoxy-2,2-dimethyl-3-oxopropyl)-1H-indol-5-yl-3,3-dimethylbutyrate ClC1=CC=C(CC(C(=O)[O-])(C(C)(C)C)C=2C=C3C(=C(NC3=CC2)CC(C(=O)OCC)(C)C)C(CC(C)(C)C)=O)C=C1